CCCCN1C(=O)C=CC1=O N-n-Butylmaleimide